BrC1=CC(=CC=C1)S(=O)C 1-bromo-3-(methylsulfinyl)benzene